FC(=C(F)F)C(C(C(C(F)(F)F)(F)F)(F)F)(F)F perfluoro(butyl)ethylene